[V+5].C([O-])([O-])=O.[NH4+].C([O-])([O-])=O.C([O-])([O-])=O ammonium carbonate vanadium